N-{1-trifluoromethyl-1-[3-methyl-4-(3-oxo-morpholin-4-yl)-phenylcarbamoyl]-ethyl}-amide FC(C(C)(C(NC1=CC(=C(C=C1)N1C(COCC1)=O)C)=O)[NH-])(F)F